2-bromo-1-(4-pentylcyclohexyl)ethane-1-one BrCC(=O)C1CCC(CC1)CCCCC